CCCC1OC1(CC)C(N)=O oxanamide